FC1(COC1)C=1C=C(C=NC1)COC1=CC=C(C=C1)C=1C=C(C(NC1C(F)(F)F)=O)C(=O)N 5-(4-((5-(3-fluorooxetan-3-yl)pyridin-3-yl)methoxy)phenyl)-2-oxo-6-(trifluoromethyl)-1,2-dihydropyridine-3-carboxamide